pyrazolo[4,3-b]Pyrrolo[3,2-e]Pyridin-1(5H)-ylBenzamide N1(N=CC2=NC3=C(C=C21)C=CN3)C3=C(C(=O)N)C=CC=C3